4-chloro-6-fluoro-1,7-naphthyridine-3-carbonitrile ClC1=C(C=NC2=CN=C(C=C12)F)C#N